4-(3-hydroxybenzoyl)benzoic acid OC=1C=C(C(=O)C2=CC=C(C(=O)O)C=C2)C=CC1